N1(CC1)C(C(C)C)=O 1-(aziridin-1-yl)-2-methylpropan-1-one